(Z)-4-(4-(methylsulfonyl)phenyl)-5-(4-morpholinophenylmethylene)-3-phenylfuran-2(5H)-one CS(=O)(=O)C1=CC=C(C=C1)C/1=C(C(O\C1=C/C1=CC=C(C=C1)N1CCOCC1)=O)C1=CC=CC=C1